4-(((benzyloxy) carbonyl) piperazin-1-yl)-2-(methylthio)-5,8-dihydropyrido[3,4-d]pyrimidine-7(6H)-carboxylate C(C1=CC=CC=C1)OC(=O)C1N(CCNC1)C=1C2=C(N=C(N1)SC)CN(CC2)C(=O)[O-]